BrC1=CC2=C(N(C(N2CC)=O)C2C(NC(CC2)=O)=O)C=C1 3-(5-bromo-3-ethyl-2-oxo-benzimidazol-1-yl)piperidine-2,6-dione